BrC=1C=C(C=CC1)NC(=O)NC(C1=C(C=C(C=C1)F)F)=O N-((3-bromophenyl)carbamoyl)-2,4-difluorobenzamide